FC=1C=2N(C=C(C1)C)N=C(N2)N 8-fluoro-6-methyl-[1,2,4]triazolo[1,5-a]pyridin-2-amine